bromo-2,3,5,6-tetrahydrospiro[pyran-4,3'-pyrrolo[3,2-b]pyridin]-2'(1'H)-one BrN1C(C2(C3=NC=CC=C31)CCOCC2)=O